CN1C(C(=CC2=C1N=C(N=C2)NC=2C=C(C(=NC2)N2CCOCC2)NC(C=C)=O)C2=CC=CC=C2)=O N-(5-((8-methyl-7-oxo-6-phenyl-7,8-dihydropyrido[2,3-d]pyrimidin-2-yl)amino)-2-morpholinopyridin-3-yl)acrylamide